OCCCCN(CCCCCCC(C(=O)O)(CCCCCCCC)CCCCCC)CCCCCCC(C(=O)O)(CCCCCCCC)CCCCCC.N1=C(N=CC=C1)C#CC1=NN(C2=NC=CC=C21)C2CN(C2)C(C=C)=O 1-(3-(3-(pyrimidin-2-ylethynyl)-1H-pyrazolo[3,4-b]pyridin-1-yl)azetidin-1-yl)prop-2-en-1-one [(4-hydroxybutyl)azanediyl]di(hexane-6,1-diyl)bis(2-hexyldecanoate)